(adamantan-1-yloxy)adamantan C12(CC3CC(CC(C1)C3)C2)OC23CC1CC(CC(C2)C1)C3